Tetraisopropyl methylene diphosphonate CC(C)OP(=O)(CP(=O)(OC(C)C)OC(C)C)OC(C)C